C(#N)C1=C(SC2=C1C(=NC=C2F)C=2C1=C(C=3C=NC(=NC3C2F)N2CC3(C2)CN(C3)C)COC1)NC(OC(C)(C)C)=O tert-Butyl (3-cyano-7-fluoro-4-(5-fluoro-3-(6-methyl-2,6-diazaspiro[3.3]heptan-2-yl)-7,9-dihydrofuro[3,4-f]quinazolin-6-yl)thieno[3,2-c]pyridin-2-yl)carbamate